FC(C)(F)C1=NC=C(C(=N1)OC1=CC=CC=C1)C(=O)NC(C=CS(=O)(=O)C)CC(=O)N(C)C 2-(1,1-difluoroethyl)-N-(5-(dimethylamino)-1-(methylsulfonyl)-5-oxopent-1-en-3-yl)-4-phenoxypyrimidine-5-carboxamide